CS(=O)(=O)C1=CC(=C(C=C1)NCC#CC=1N(C2=CC=CC(=C2C1)NC1CCN(CC1)CC(C)OC(CC)=O)CC(F)(F)F)OC 1-{4-[(2-{3-[(4-methanesulfonyl-2-methoxyphenyl)amino]prop-1-yn-1-yl}-1-(2,2,2-trifluoroethyl)-1H-indol-4-yl)amino]piperidin-1-yl}propan-2-ylpropanoate